(R)-7-(2-((2-ethyl-6-(3-methylpiperazin-1-yl)pyridin-3-yl)amino)-5-(trifluoromethyl)pyrimidin-4-yl)-2,3-dihydro-5H-thieno[3,2-e][1,4]oxathiepine 1,1-dioxide C(C)C1=NC(=CC=C1NC1=NC=C(C(=N1)C1=CC=2S(CCOCC2S1)(=O)=O)C(F)(F)F)N1C[C@H](NCC1)C